COC1=CC(=C(C=C1)N1N=C(C(C1=O)C(=O)[O-])C)C 1-(4-methoxy-2-methylphenyl)-3-methyl-5-oxo-4,5-dihydro-1H-pyrazole-4-carboxylate